C1(CC1)C(C(=O)NN1C=CC=C1)N1C=2C(=CC(=C1)F)N=C(N2)SCC2=CC=C(C=C2)F 2-cyclopropyl-2-(6-fluoro-2-((4-fluorobenzyl)thio)-4H-imidazo[4,5-b]pyridin-4-yl)-N-(1H-pyrrol-1-yl)acetamide